1-chloro-3-(2-chloro-4-methyl-phenyl)propan-2-amine ClCC(CC1=C(C=C(C=C1)C)Cl)N